C(C)(C)(C)OC(=O)N1CC=C(C=C1)C1=NC=CC(=N1)OCC1=C(C=C(C=C1)C#N)F 4-(4-((4-cyano-2-fluorobenzyl)oxy)pyrimidin-2-yl)pyridine-1-carboxylic acid tert-butyl ester